C(C1CO1)OC1=C(C=CC=C1)C1CC2C3CC(C(C2C1)C3)C3=C(C=CC=C3)OCC3CO3 2,5-bis[(2,3-Epoxypropoxy)phenyl]octahydro-4,7-methano-5H-inden